FC1=C(C(=O)NCC(=O)N[C@@H](CC(C)C)B2OC(C(O2)=O)C2=CC=CC=C2)C=C(C=C1)Br 2-fluoro-5-bromo-N-[2-({(1R)-3-methyl-1-[4-oxo-5-phenyl-1,3,2-dioxaborolan-2-yl]butyl}amino)-2-oxoethyl]benzamide